ClC1=CC=C(C(=N1)C1=NN(C=N1)C)NC(C)C=1C=C(C=C2C(N(C=3N(C12)C=NC3C(=O)O)C)=O)C 9-(1-((6-chloro-2-(1-methyl-1H-1,2,4-triazol-3-yl)pyridin-3-yl)amino)ethyl)-4,7-dimethyl-5-oxo-4,5-dihydroimidazo[1,5-a]quinazoline-3-carboxylic acid